FC1(CC1)CN1N=CC(=C1)C1=NC=CC(=N1)NC=1N=CC2=C(C=CC(=C2C1)C(C)C)N1[C@@H]([C@H](C1)CS(=O)(=O)C)C N-(2-(1-((1-fluorocyclopropyl)methyl)-1H-pyrazol-4-yl)pyrimidin-4-yl)-5-isopropyl-8-((2R,3S)-2-methyl-3-((methylsulfonyl)methyl)azetidin-1-yl)isoquinolin-3-amine